oleyl-malimide methyl-4-(tert-Butoxycarbonyl)-5-(bromomethyl)-4H-thieno[3,2-b]pyrrole-2-carboxylate COC(=O)C1=CC=2N(C(=CC2S1)CBr)C(=O)OC(C)(C)C.C(CCCCCCC\C=C/CCCCCCCC)C1(C(=O)NC(C1)=O)O